OCCN1C(C2=C(CC1)N=C(S2)C=2C(=C1C(=NC2)NC=C1)NC1C[C@@H]2[C@@H](CN(C2)C([C@H](C)O)=O)C1)=O 5-(2-hydroxyethyl)-2-(4-(((3aR,5R,6aS)-2-((S)-2-hydroxypropanoyl)octahydro-cyclopenta[c]pyrrol-5-yl)amino)-1H-pyrrolo[2,3-b]pyridin-5-yl)-6,7-dihydrothiazolo[5,4-c]-pyridin-4(5H)-one